α-D-Mannose 1,6-bisphosphate P(=O)(O)(O)O[C@@H]1[C@@H](O)[C@@H](O)[C@H](O)[C@H](O1)COP(=O)(O)O